F[C@H]1CN(CC[C@H]1NC1=CC(=CN2C(=CN=C12)CC(F)(F)F)C#CCNC=1C(OC)=CC=C(C1)S(=O)(=O)C)C 7-[(3S,4R)-3-fluoro-1-methyl-4-piperidylamino]-5-[3-(4-mesyl-2-anisidino)-1-propynyl]-3-(2,2,2-trifluoroethyl)-1,3a-diazaindene